methyl 5-(3-(3-hydroxypyrrolidin-1-yl) azetidin-1-yl)-2-methylbenzoate OC1CN(CC1)C1CN(C1)C=1C=CC(=C(C(=O)OC)C1)C